(2S)-4-[[3-[[5-(3-hydroxycyclobutyl)-1,3,4-oxadiazol-2-yl]amino]-2,5-dimethyl-phenyl]methyl]-2-methyl-piperazine-1-carboxylic acid isopropyl ester C(C)(C)OC(=O)N1[C@H](CN(CC1)CC1=C(C(=CC(=C1)C)NC=1OC(=NN1)C1CC(C1)O)C)C